NC1(COC2C(C12)C(=O)O)C(=O)O 4-amino-2-oxabicyclo[3.1.0]hexane-4,6-dicarboxylic acid